6-tert-butyl-2-chloro-N-[[6-[[3-[(3S)-5,5-dimethylpyrrolidin-3-yl]-1-pyrimidin-5-yl-propyl]amino]-2-pyridyl]sulfonyl]pyridine-3-carboxamide C(C)(C)(C)C1=CC=C(C(=N1)Cl)C(=O)NS(=O)(=O)C1=NC(=CC=C1)NC(CC[C@@H]1CNC(C1)(C)C)C=1C=NC=NC1